(R)-4'-(4-aminopiperidin-1-yl)-N-((5-fluoro-2-hydroxyphenyl)(1H-indol-2-yl)methyl)-5-methyl-[1,1'-biphenyl]-3-carboxamide NC1CCN(CC1)C1=CC=C(C=C1)C1=CC(=CC(=C1)C)C(=O)N[C@@H](C=1NC2=CC=CC=C2C1)C1=C(C=CC(=C1)F)O